SilylFluoride [SiH3]F